1-(benzofuran-3-yl)dihydropyrimidine-2,4(1H,3H)-dione O1C=C(C2=C1C=CC=C2)N2C(NC(CC2)=O)=O